C(C)(C)(C)OC(=O)N1CC2=CC(=CC=C2C(C1)(C)C)N 7-amino-4,4-dimethyl-3,4-dihydroisoquinoline-2(1H)-carboxylic acid tert-butyl ester